N-[6-(Difluoromethoxy)-1,3-benzothiazol-2-yl]-5-methylbicyclo[3.3.1]nonan-1-carboxamid FC(OC1=CC2=C(N=C(S2)NC(=O)C23CCCC(CCC2)(C3)C)C=C1)F